CN1N=C2C(=CC(=CC2=C1)NC(=O)N1CCC=2C1=NC=CC2N2CCN(CC2)C(=O)OC(C)(C)C)C(F)(F)F tert-butyl 4-(1-((2-methyl-7-(trifluoromethyl)-2H-indazol-5-yl)carbamoyl)-2,3-dihydro-1H-pyrrolo[2,3-b]pyridin-4-yl)piperazine-1-carboxylate